ClC1=CC=C(C(=O)N[C@@H](C(=O)O)CC2=CC(NC3=CC=CC=C23)=O)C=C1 |r| (2RS)-2-(4-chlorobenzoylamino)-3-(2-oxo-1,2-dihydroquinolin-4-yl)propionic acid